C1(=CC=CC2=CC=CC=C12)CNCC=C N-(naphthalene-1-ylmethyl)propa-2-en-1-amine